C1(=CC=CC=C1)S(=O)(=O)C=1N=C2N(N1)[C@@H](C[C@@H]2F)C2=CC=CC=C2 (5s,7s)-2-(benzenesulfonyl)-7-fluoro-5-phenyl-6,7-dihydro-5H-pyrrolo[1,2-b][1,2,4]triazole